N-Boc-3-(2-naphthyl)-L-alanine C(=O)(OC(C)(C)C)N[C@@H](CC1=CC2=CC=CC=C2C=C1)C(=O)O